methyl (2R,3S)-3-(methylsulfonamido)-2-((((1S,3S,6R)-6-(pyrimidin-2-yl)bicyclo[4.1.0]heptan-3-yl)oxy)methyl)pyrrolidine-1-carboxylate CS(=O)(=O)N[C@@H]1[C@@H](N(CC1)C(=O)OC)CO[C@@H]1C[C@@H]2C[C@@]2(CC1)C1=NC=CC=N1